ClC1=C(C=C2CCN(C2=C1)C1=NC=NC2=CC=C(C=C12)C=1C=NC=2N(C1)C=NC2)F 4-(6-chloro-5-fluoro-indolin-1-yl)-6-imidazo[1,5-a]pyrimidin-3-yl-quinazoline